FC1=CC=C(C=C1)[C@H]1[C@@H](CN(C1)CCOC)NC(=O)NC1=C2C(=NN1C1=CC=CC=C1)CCC2 1-((3s,4r)-4-(4-fluorophenyl)-1-(2-methoxyethyl)pyrrolidin-3-yl)-3-(2-phenyl-2,4,5,6-tetrahydrocyclopenta[c]pyrazol-3-yl)urea